methyl octacosanate C(CCCCCCCCCCCCCCCCCCCCCCCCCCC)(=O)OC